CAPROOYL-SPHINGOSINE C(CCCCC)(=O)C(O)[C@H](N)[C@H](O)\C=C\CCCCCCCCCCCCC